serin hydrochloride Cl.N[C@@H](CO)C(=O)O